2-methyl-6-morpholino-quinazoline-4-thiol CC1=NC2=CC=C(C=C2C(=N1)S)N1CCOCC1